ClC=1C(=C(C=CC1)NC1=C2C(=NC(=C1)NC1=NC(=CC=C1)N1CC(C1)OC)NN(C2=O)C)OC 4-((3-chloro-2-methoxyphenyl)amino)-6-((6-(3-methoxyazetidin-1-yl)pyridin-2-yl)amino)-2-methyl-1,2-dihydro-3H-pyrazolo[3,4-b]pyridin-3-one